BrC=1C=CC(NC1F)=O 5-bromo-6-fluoro-1H-pyridin-2-one